butylene-styrene C=CC1=CC=CC=C1CCCCC2=CC=CC=C2C=C